NC1=C(C(=O)NC(C)C)C=C(C=N1)C1=C(C=C(C=C1)NC([C@H](O)C1=CC(=CC=C1)CC)=O)CC (R)-2-amino-5-(2-ethyl-4-(2-(3-ethylphenyl)-2-hydroxyacetamido)phenyl)-N-isopropylnicotinamide